FC1(CCC(CC1)NC1=NC(=NC(=C1)C(C)S(=O)(=O)C)C=1SC=C(N1)C)F N-(4,4-difluorocyclohexyl)-6-(1-(methylsulfonyl)ethyl)-2-(4-methylthiazol-2-yl)pyrimidin-4-amine